CN(CCN(C1=NC=C2NC(=NC2=N1)C1=C(C(=C(N1)C)C(C)=O)C1=CC=CC=C1)C)C 1-[5-(2-{[2-(dimethylamino)ethyl](methyl)amino}-7H-purin-8-yl)-2-methyl-4-phenyl-1H-pyrrol-3-yl]ethan-1-one